C(CCC)[Sn](C(=C)OCC)(CCCC)CCCC tributyl-1-ethoxyvinyl-tin